C(C(C)(C)C)C1(NSC=C1)N 3-neopentylisothiazol-amine